4-[Ethyl-(2-hydroxyethyl)-amino]-1-[(2-hydroxyethyl)amino]-2-nitrobenzene hydrochloride Cl.C(C)N(C1=CC(=C(C=C1)NCCO)[N+](=O)[O-])CCO